C1N(CCC2=CC=CC=C12)C=O 3,4-dihydroisoquinolin-2(1H)-methanone